tert-butyl 2-(1,3-dimethyl-1H-pyrazolo[4,3-c]pyridin-7-yl)-2-(3-(5-(5,6,7,8-tetrahydro-1,8-naphthyridin-2-yl)pentyloxy)azetidin-1-yl)acetate CN1N=C(C=2C=NC=C(C21)C(C(=O)OC(C)(C)C)N2CC(C2)OCCCCCC2=NC=1NCCCC1C=C2)C